silanolate [SiH3][O-]